NC=1CCC([C@@](N1)(C(F)F)C=1C=C(C=CC1F)NC(=O)C1=NC=C(C=C1C)C#N)(F)F (S)-N-(3-(6-amino-2-(difluoromethyl)-3,3-difluoro-2,3,4,5-tetrahydropyridin-2-yl)-4-fluorophenyl)-5-cyano-3-methylpyridinamide